C(C(C(=O)NC=1C=CC2=C(N=C(O2)C2=CC(=NC=C2)C(=O)O)C1)C([2H])([2H])[2H])([2H])([2H])[2H] 4-(5-(2-(methyl-d3)propionamido-3,3,3-d3)benzo[d]oxazol-2-yl)picolinic acid